O1CCC(CC1)C=1C=CC=2N(C1)N=CC2 6-tetrahydropyran-4-ylpyrazolo[1,5-a]pyridine